NC(C(=O)N(C(C)C=1NC=C(N1)C1=CC=CC=C1)CC=1C=CC(=C(C(=O)O)C1)OC)CC1=C(C=C(C=C1C)C(N)=O)C 5-({[2-Amino-3-(4-carbamoyl-2,6-dimethyl-phenyl)-propionyl]-[1-(4-phenyl-1H-imidazol-2-yl)-ethyl]-amino}-methyl)-2-methoxy-benzoic acid